methyl-4-amino-3-{[(1-ethyl-1H-imidazol-5-yl)methyl]amino}benzoate COC(C1=CC(=C(C=C1)N)NCC1=CN=CN1CC)=O